bromo-6-(bromomethyl)quinoline BrC1=NC2=CC=C(C=C2C=C1)CBr